C(C)(C)(C)OC(=O)N1C[C@@H](N(CC1)C1=CC=NC2=CC=C(C=C12)C=1C=NC(=C(C1)[N+](=O)[O-])OC)C (S)-4-(6-(6-methoxy-5-nitropyridin-3-yl)quinolin-4-yl)-3-methylpiperazine-1-carboxylic acid tert-butyl ester